N-((7R)-2-cyano-2-azabicyclo[2.2.1]heptan-7-yl)-5-(3-phenoxypyridin-4-yl)thiazole-2-carboxamide C(#N)N1C2CCC(C1)[C@H]2NC(=O)C=2SC(=CN2)C2=C(C=NC=C2)OC2=CC=CC=C2